C1(CC1)CN1C(=CC2=CC(=CC=C12)F)\C=N\C1=CC(=CC=2OCCNC21)C(=O)OC methyl (E)-5-(((1-(cyclopropylmethyl)-5-fluoro-1H-indol-2-yl)methylene)amino)-3,4-dihydro-2H-benzo[b][1,4]oxazine-7-carboxylate